7-chloro-1-methyl-4-(1-(piperidine-4-carbonyl)piperidin-4-yl)-1,4-dihydropyrido[2,3-b]pyrazine-2,3-dione hydrochloride Cl.ClC1=CC2=C(N(C(C(N2C)=O)=O)C2CCN(CC2)C(=O)C2CCNCC2)N=C1